OCCCCOC=C 4-hydroxybutyl-vinylether